1-(4-bromo-2-chloro-6-fluoro-phenyl)-3,3-dimethyl-1H-imidazo[1,2-a]imidazol-2-one BrC1=CC(=C(C(=C1)F)N1C=2N(C(C1=O)(C)C)C=CN2)Cl